2,5-dibromo-3,6-dicyanobenzene-1,4-diacetonitrile BrC1=C(C(=C(C(=C1C#N)CC#N)Br)C#N)CC#N